7-benzyl-4-(2-(tert-butoxycarbonyl)-2,7-diazaspiro[3.5]nonane-7-yl)-1-(2-isopropylphenyl)-2-oxo-1,2-dihydropyrido[3,4-d]pyrimidine C(C1=CC=CC=C1)N1C=C2N(C(NC(=C2C=C1)N1CCC2(CN(C2)C(=O)OC(C)(C)C)CC1)=O)C1=C(C=CC=C1)C(C)C